5'-chloro-2'-(4,5-dimethyl-1H-imidazol-2-yl)-4-{[(1R)-1-phenylbutyl]carbamoyl}-[1,1'-biphenyl]-2-carboxylic acid ClC=1C=CC(=C(C1)C=1C(=CC(=CC1)C(N[C@H](CCC)C1=CC=CC=C1)=O)C(=O)O)C=1NC(=C(N1)C)C